BrC=1C=2N(C=CC1)C=NC2 8-bromo-imidazo[1,5-a]pyridine